(2R,3S)-2-[4-[(R)-amino(4,5-dichloro-2-hydroxyphenyl)methyl]piperidine-1-carbonyl]oxolan-3-yl benzoate C(C1=CC=CC=C1)(=O)O[C@@H]1[C@@H](OCC1)C(=O)N1CCC(CC1)[C@H](C1=C(C=C(C(=C1)Cl)Cl)O)N